4-methyl-5-pyridin-2-ylmethyl-2-o-tolyl-1,2-dihydro-5H-pyrazolo[4,3-c]pyridine-3,6-dione CC=1N(C(C=C2C1C(N(N2)C2=C(C=CC=C2)C)=O)=O)CC2=NC=CC=C2